ClC1=NC(=CC(=N1)N)N1CC2(COC2)C1 chloro-6-(2-oxa-6-azaspiro[3.3]heptan-6-yl)pyrimidin-4-amine